2-{6-[methyl-(2-methylpropyl)amino]-1H-pyrazolo[3,4-b]pyrazin-1-yl}-N-([1,2,4]triazolo[1,5-a]pyridin-7-yl)acetamide CN(C1=CN=C2C(=N1)N(N=C2)CC(=O)NC2=CC=1N(C=C2)N=CN1)CC(C)C